6-methyl-4-phenyl-3-(phenylsulfonyl)quinoline CC=1C=C2C(=C(C=NC2=CC1)S(=O)(=O)C1=CC=CC=C1)C1=CC=CC=C1